(E)-N-(4-(1-(6-(4-(4-((2-(2,6-dioxopiperidin-3-yl)-3-oxoisoindoline-4-yl)amino)butyl)piperazin-1-yl)pyridazin-3-carbonyl)piperidin-4-yl)butyl)-3-(pyridin-3-yl)acrylamide O=C1NC(CCC1N1CC2=CC=CC(=C2C1=O)NCCCCN1CCN(CC1)C1=CC=C(N=N1)C(=O)N1CCC(CC1)CCCCNC(\C=C\C=1C=NC=CC1)=O)=O